(S)-N-(2-(4-(azetidin-1-yl)piperidin-1-yl)-5-((6-(3-(3-(3-fluorophenoxy)benzyl)isoxazolidin-2-yl)pyrimidin-4-yl)amino)-4-methoxyphenyl)acrylamide N1(CCC1)C1CCN(CC1)C1=C(C=C(C(=C1)OC)NC1=NC=NC(=C1)N1OCC[C@@H]1CC1=CC(=CC=C1)OC1=CC(=CC=C1)F)NC(C=C)=O